(R)-2-(1-amino-2-methylpropyl)-5-chloro-3-phenylquinazolin-4(3H)-one N[C@H](C(C)C)C1=NC2=CC=CC(=C2C(N1C1=CC=CC=C1)=O)Cl